2,2-bis(fluoromethyl)-7-((tetrahydro-2H-pyran-2-yl)oxy)chroman-4-one FCC1(OC2=CC(=CC=C2C(C1)=O)OC1OCCCC1)CF